N1C([C@@H](CC1)C(=O)O)=O (R)-pyrrolidone-3-carboxylic acid